[Si](C)(C)(C(C)(C)C)N=S(=O)(N)C=1SC(=C(C1)C)C(C)(C)O N'-(tert-butyldimethylsilyl)-5-(2-hydroxypropan-2-yl)-4-methylthiophene-2-sulfonimidamide